4-methyl-1-(6-methylpyridin-3-yl)-1H-1,2,3-triazole-5-carboxylic acid ethyl ester C(C)OC(=O)C1=C(N=NN1C=1C=NC(=CC1)C)C